[NH4+].N[C@@H](CC(=O)[O-])C(=O)[O-].[NH4+] L-aspartic acid ammonium salt